6-bromo-3-cyclopropylquinazolin-4-one BrC=1C=C2C(N(C=NC2=CC1)C1CC1)=O